C(C)(C)(C)OC(=O)N1CC2(CN(C2)C=2OC=C(N2)C(=O)O)C1 2-(6-(tert-Butoxycarbonyl)-2,6-diazaspiro[3.3]heptane-2-yl)oxazole-4-carboxylic acid